5-bromo-3-pyridineacetic acid BrC=1C=C(C=NC1)CC(=O)O